C=CC trans-propen